FC=1C(=C(C=CC1F)C(=O)N1CC(C1)NC(CNC)=O)NC1=C(C=C(C=C1)I)F N-[1-({3,4-difluoro-2-[(2-fluoro-4-iodophenyl)amino]phenyl}carbonyl)azetidin-3-yl]-N2-methylglycinamide